2-((1R,3S)-3-amino-4-hydroxy-1-thiazol-5-yl-butylsulfanyl)-6-trifluoromethyl-nicotinonitrile N[C@@H](C[C@H](C1=CN=CS1)SC1=C(C#N)C=CC(=N1)C(F)(F)F)CO